C(C)(C)(C)OC(=O)NC=1SC2=C(C1C#N)C(=CC=C2F)C=2C1=C(C=3C(=NC=NC3C2Cl)N2[C@H]3CN([C@@H](C2)C3)C(=O)OC(C)(C)C)COC1 tert-Butyl (1R,4R)-5-[6-[2-(tert-butoxycarbonylamino)-3-cyano-7-fluoro-benzothiophen-4-yl]-5-chloro-7,9-dihydrofuro[3,4-f]quinazolin-1-yl]-2,5-diazabicyclo[2.2.1]heptane-2-carboxylate